C[C@H]1COC[C@@H](N1C=1SC(=C(N1)C=1C(=C(C=CC1)NS(=O)(=O)C1=C(C=CC=C1F)F)F)C1=NC(=NC=C1)NC1CC2(CS(C2)(=O)=O)C1)C N-(3-(2-((3S,5S)-3,5-dimethylmorpholino)-5-(2-((2,2-dioxido-2-thiaspiro[3.3]heptan-6-yl)amino)pyrimidin-4-yl)thiazol-4-yl)-2-fluorophenyl)-2,6-difluorobenzenesulfonamide